iminocyclohepta[b]pyrazin-2-ol hydrobromide Br.N=C1N=C2C(N=C1O)=CC=CC=C2